6-(6-methyl-pyridin-2-yl)-5-thieno[3,2-c]pyridin-2-yl-2,3-dihydro-1H-imidazo[1,2-a]imidazole-2-carboxylic acid amide CC1=CC=CC(=N1)C=1N=C2N(CC(N2)C(=O)N)C1C1=CC=2C=NC=CC2S1